ClC1=CC=C2C(=CNC2=C1)S(=O)(=O)NC1=NC=C(C(=N1)OC)CC(C)(F)F 6-chloro-N-[5-(2,2-difluoropropyl)-4-methoxy-pyrimidin-2-yl]-1H-indole-3-sulfonamide